4,6-dibromoisophthalic acid dimethyl ester COC(C1=CC(C(=O)OC)=C(C=C1Br)Br)=O